ClC=1C=C(C=CC1)C1=CC(NC1(C)O)=O 4-(3-chlorophenyl)-5-hydroxy-5-methyl-1H-pyrrol-2-one